Dimethyl 3-(bromomethyl)pyridine-2,6-dicarboxylate BrCC=1C(=NC(=CC1)C(=O)OC)C(=O)OC